(S)-(4-(methyl-d3)morpholin-2-yl)carboxamide hydrochloride Cl.C(N1C[C@H](OCC1)C(=O)N)([2H])([2H])[2H]